methyl-2-((1,1,1-trifluoropropan-2-yl)oxy)acetamide CC(C(=O)N)OC(C(F)(F)F)C